2-(5-((3-(Cyclopropylmethyl)-2,4,5-trioxoimidazolidin-1-yl)methyl)-1,2,4-oxadiazol-3-yl)-N-(2-methoxyphenyl)-N-methylacetamide C1(CC1)CN1C(N(C(C1=O)=O)CC1=NC(=NO1)CC(=O)N(C)C1=C(C=CC=C1)OC)=O